iminocoenzyme A N=NC=1C=2N=CN([C@H]3[C@H](O)[C@H](OP(=O)(O)O)[C@@H](COP(=O)(O)OP(=O)(O)OCC(C)(C)[C@@H](O)C(=O)NCCC(=O)NCCS)O3)C2N=CN1